C(C)(C)(C)OC(=O)N1C[C@@H](CC1)N1N=CC2=CC(=CC=C12)Br (R)-3-(5-bromo-1H-indazol-1-yl)pyrrolidine-1-carboxylic acid tert-butyl ester